C(C)(C)(C)OC(NC1CCC(CC1)OC1=C2C=NN(C2=CC(=C1)Br)C1OCCCC1)=O N-[4-(6-bromo-1-tetrahydropyran-2-yl-indazol-4-yl)oxycyclohexyl]carbamic acid tert-butyl ester